FC(SC1=CC=C(C(=O)NN)C=C1)(F)F 4-((trifluoromethyl)thio)benzoyl-hydrazine